indolyl-imidazolecarboxamide N1C(=CC2=CC=CC=C12)C=1N=C(NC1)C(=O)N